CS(=O)(=O)N1CC(CC1)CNC1=C(C=C(C=C1)S(=O)(=O)NC(C1=C(C=CC=C1)OC=1C=C2C(=NC1)NC=C2)=O)[N+](=O)[O-] N-{[4-({[1-(methylsulfonyl)pyrrolidin-3-yl]methyl}amino)-3-nitrophenyl]sulfonyl}-2-(1H-pyrrolo[2,3-b]pyridin-5-yloxy)benzamide